C(CCCCC)C(CCCCCC)N N-(1-hexylheptyl)amine